4-(chloromethyl)-7-hydroxy-2H-benzopyran-2-one ClCC1=CC(OC2=C1C=CC(=C2)O)=O